CC1=C(C(=CC(=C1)C)C)S(=O)(=O)C=CC#N 3-[(2,4,6-tri-methylphenyl)sulphonyl]-2-propenenitrile